N-(cyanomethyl)-4-(5-methyl-2-((1-(1-pivaloylpiperidin-4-yl)-1H-pyrazol-4-yl)amino)pyrimidin-4-yl)benzamide C(#N)CNC(C1=CC=C(C=C1)C1=NC(=NC=C1C)NC=1C=NN(C1)C1CCN(CC1)C(C(C)(C)C)=O)=O